2-[3,5-di-tert-amyl-2-hydroxyphenyl]-benzotriazole C(C)(C)(CC)C=1C(=C(C=C(C1)C(C)(C)CC)N1N=C2C(=N1)C=CC=C2)O